FC1=CC(=NN1)N1C(C2=C(C=CC=C2C=C1)C)=O 2-(5-fluoro-1H-pyrazol-3-yl)-8-methylisoquinolin-1(2H)-one